2-((2S)-1-(7-Hydroxy-2'-((tetrahydro-1H-pyrrolizin-7a(5H)-yl)methoxy)-3,4,5',8'-tetrahydro-2H,6'H-spiro[naphthalene-1,7'-quinazolin]-4'-yl)-4-tritylpiperazin-2-yl)acetonitrile OC1=CC=C2CCCC3(CCC=4C(=NC(=NC4C3)OCC34CCCN4CCC3)N3[C@H](CN(CC3)C(C3=CC=CC=C3)(C3=CC=CC=C3)C3=CC=CC=C3)CC#N)C2=C1